N-(2-((R)-3-(4-amino-3-(4-phenoxyphenyl)-1H-pyrazolo[3,4-d]pyrimidin-1-yl)piperidin-1-yl)ethyl)-4-(2-(2,6-dioxopiperidin-3-yl)-1,3-dioxoisoindolin-5-yl)piperazine-1-carboxamide NC1=C2C(=NC=N1)N(N=C2C2=CC=C(C=C2)OC2=CC=CC=C2)[C@H]2CN(CCC2)CCNC(=O)N2CCN(CC2)C=2C=C1C(N(C(C1=CC2)=O)C2C(NC(CC2)=O)=O)=O